2-hydroxyimino-acetonitrile ON=CC#N